FC1=C(CN2N=C(N=C2)C2=CC=CC(=N2)C(CS(=O)(=O)N(CC2=CC=C(C=C2)OC)CC2=CC=C(C=C2)OC)(C)O)C=C(C=C1)OC(F)(F)F 2-(6-(1-(2-fluoro-5-(trifluoromethoxy)benzyl)-1H-1,2,4-triazol-3-yl)pyridin-2-yl)-2-hydroxy-N,N-bis(4-methoxybenzyl)propane-1-sulfonamide